(S)-2-(2-(difluoromethyl)nicotinamido)-4-((2-ethoxyethyl)(4-(5,6,7,8-tetrahydro-1,8-naphthyridin-2-yl)butyl)amino)butanoic acid FC(C1=C(C(=O)N[C@H](C(=O)O)CCN(CCCCC2=NC=3NCCCC3C=C2)CCOCC)C=CC=N1)F